C(CC)OC(CCC(C)C)=O isocaproic acid propyl ester